C(C)(C)NC(=O)N1[C@H]([C@H](CCC1)C1=NNC=C1)CO[C@@H]1CC[C@@H](CC1)C(C)C (CIS)-N-isopropyl-2-((((CIS)-4-isopropylcyclohexyl)oxy)methyl)-3-(1H-pyrazol-3-yl)piperidine-1-carboxamide